C(=C)SC1=C(C=CC=C1)SC=C bis-vinylthiobenzene